5-chloro-3-methyl-4-nitro-1-(tetrahydro-2H-pyran-3-yl)-1H-pyrazole ClC1=C(C(=NN1C1COCCC1)C)[N+](=O)[O-]